FC1=CC=C(C=C1)N1CCN(CC1)CC=1C=C(C=CC1OC)\C=N/NC(C1=CC(=C(C(=C1)O)O)O)=O N'-[(1Z)-(3-{[4-(4-fluorophenyl)piperazine-1-Yl]methyl}-4-methoxyphenyl)methylene]-3,4,5-trihydroxybenzoyl-hydrazine